selenious acid nickel [Ni].[Se](=O)(O)O